C1(CC1)NS(=O)(=O)C1=CC(=CC=C1)NC1=NC=CC(=C1)OC1=C(N=C(S1)C)C1=CC=CC=C1 N-cyclopropyl-3-((4-((2-methyl-4-phenylthiazol-5-yl)oxy)pyridin-2-yl)amino)benzenesulfonamide